C(C)N1N=C(C=C1)C=1C(=CC(=NC1)NC(C)=O)NC1=CC(=CC=C1)S(=O)(=O)C N-(5-(1-ethyl-1H-pyrazol-3-yl)-4-((3-(methylsulfonyl)phenyl)amino)pyridin-2-yl)acetamide